C1(=CC=CC=C1)C1=C(C(=NN=N1)C1=CC=CC=C1)C1=CC=CC=C1 triphenyl-triazaine